Ethyl 2-(4-((4-(4-(trifluoromethyl) benzyl) piperazin-1-yl) methyl)-2-methyl-6-(trifluoromethyl) phenoxy)-2-methylpropionate FC(C1=CC=C(CN2CCN(CC2)CC2=CC(=C(OC(C(=O)OCC)(C)C)C(=C2)C(F)(F)F)C)C=C1)(F)F